6,7-dimethoxy-3,4-dihydronaphthalen-1(2H)-one COC=1C=C2CCCC(C2=CC1OC)=O